N,N,N',N'-tetraisopropyl-1-(3-phenylpropyloxy)phosphanediamine C(C)(C)N(P(N(C(C)C)C(C)C)OCCCC1=CC=CC=C1)C(C)C